COC1=C(C=C(C=C1)OC)N1CCOCC1 4-(2,5-dimethoxyphenyl)morpholine